(S)-2-((((9H-fluoren-9-yl)methoxy)carbonyl)amino)-3-(4-(5-methyl-1,2,4-oxadiazol-3-yl)phenyl)propanoic acid C1=CC=CC=2C3=CC=CC=C3C(C12)COC(=O)N[C@H](C(=O)O)CC1=CC=C(C=C1)C1=NOC(=N1)C